FC(C=1N=C(SC1)C(CO)C)(F)F 2-(4-(trifluoromethyl)thiazol-2-yl)propan-1-ol